O1CCN(CC1)C1=NC(=NC(=N1)NC1=CC=CC=C1)NC=1C=C(C(=CC1)C=CC=1C(=CC(=CC1)NC1=NC(=NC(=N1)N1CCOCC1)NC1=CC=CC=C1)S(=O)(=O)O)S(=O)(=O)O 4,4'-bis-(2-morpholino-4-anilino-s-triazin-6-ylamino)stilbene-2,2'-disulfonic acid